(1R)-3-oxocyclopentanecarboxylic acid O=C1C[C@@H](CC1)C(=O)O